divinylfluoro(methyl)silane C(=C)[Si](C)(F)C=C